5,6-dichloropyridazin-3(2H)-one ClC1=CC(NN=C1Cl)=O